C(C=C)B(OCCCC)OCCCC Allyl-dibutoxyborane